1,3,5-tris(trichloromethyl)-s-triazine ClC(N1CN(CN(C1)C(Cl)(Cl)Cl)C(Cl)(Cl)Cl)(Cl)Cl